4-{4-[(tert-butoxycarbonyl)(ethyl)amino]piperidin-1-yl}-6-fluoro-2-methylindazole-7-carboxylic acid C(C)(C)(C)OC(=O)N(C1CCN(CC1)C=1C2=CN(N=C2C(=C(C1)F)C(=O)O)C)CC